C1(CC2C(CC1)O2)CC[SiH2]C(OCC)OCC 2-(3,4-epoxycyclohexyl)ethyl-diethoxymethylsilane